tert-butyl 4-(3-(2-ethoxy-2-oxoethyl)-5-fluoro-4-methoxyphenyl)-3,6-dihydropyridine-1(2H)-carboxylate C(C)OC(CC=1C=C(C=C(C1OC)F)C=1CCN(CC1)C(=O)OC(C)(C)C)=O